OCC1=[N+](C=CC=C1)C 2-(hydroxymethyl)-1-methylpyridin-1-ium